FC(CC)(F)C1=C(O[C@H](C(=O)O)C)C=C(C(=C1)C=C)F (2S)-2-[2-(1,1-difluoropropyl)-4-vinyl-5-fluorophenoxy]propionic acid